N1(C=CC=C1)CCCN[C@@H]1[C@](CCCC1)(NC)C1=C(C=CC=C1)Cl (1R,2S)-N2-(3-(1H-pyrrol-1-yl)propyl)-1-(2-chlorophenyl)-N1-methylcyclohexane-1,2-diamine